N1=C(C=CC=C1)CS(=O)(=O)N pyridinyl-methanesulfonamide